FC=1C(=NC=CC1OC)CNC(=O)C=1C(=NN(C1)CC1=CC=C(C=C1)CN1C(C=CC=C1)=O)COC N-[(3-Fluoro-4-methoxypyridin-2-yl)methyl]-3-(methoxymethyl)-1-({4-[(2-oxopyridin-1-yl)methyl]phenyl}methyl)pyrazol-4-carboxamid